FC1=C(C=C(C=C1)F)C(CC#C[Si](C)(C)C)C=1CN(C=CC1)C 3-(1-(2,5-Difluorophenyl)-4-(trimethylsilyl)but-3-yn-1-yl)-1-methylpyridine